FC=1C=C(C=CC1COC)B(O)O (3-fluoro-4-(methoxymethyl)phenyl)boronic acid